[4-(9-Chloro-7-o-tolyl-5H-benzo[c]pyrimido[4,5-e]azepin-2-ylamino)-phenyl]-(4-methyl-piperazin-1-yl)-methanone ClC=1C=CC2=C(C(=NCC3=C2N=C(N=C3)NC3=CC=C(C=C3)C(=O)N3CCN(CC3)C)C3=C(C=CC=C3)C)C1